C(=O)(O)C1=CC=C(C(=[N+]1[O-])C1=CC=C(C=C1)F)Cl 6-carboxy-3-chloro-2-(4-fluorophenyl)pyridine 1-oxide